3-(3-Bromophenyl)-1-[4-(4-hydroxypiperidin-1-yl)phenyl]prop-2-en-1-one BrC=1C=C(C=CC1)C=CC(=O)C1=CC=C(C=C1)N1CCC(CC1)O